(S)-3-((ethylamino)methyl)-1-(3-((S)-3-(methylamino)-1-phenylpropoxy)phenyl)azepan-2-one C(C)NC[C@H]1C(N(CCCC1)C1=CC(=CC=C1)O[C@@H](CCNC)C1=CC=CC=C1)=O